CN1N=C(C=C1OC(C1=C(C(=C(C=C1)S(=O)(=O)C)COC)Cl)=O)C 2-chloro-3-methoxymethyl-4-methylsulfonyl-benzoic acid (1,3-dimethylpyrazole-5-yl) ester